NC1=C(C=2C=C(C=3N(C2N1C1=C(C(=CC=C1C)O)C)N=CC3)C)C(=O)N 7-amino-8-(3-hydroxy-2,6-dimethylphenyl)-4-methyl-8H-pyrazolo[1,5-a]pyrrolo[3,2-e]pyridine-6-carboxamide